CN1N=CC=2C1=NC(=CC2N2CC1=C(CC2)N(N=C1C)CC12CCC(CC1)(CC2)O)C 4-((5-(1,6-dimethyl-1H-pyrazolo[3,4-b]pyridin-4-yl)-3-methyl-4,5,6,7-tetrahydro-1H-pyrazolo[4,3-c]pyridin-1-yl)methyl)bicyclo[2.2.2]octan-1-ol